ClC=1C=C(C=CC1Cl)C[C@@H](C(=O)N(C)C)NC(OC(C)(C)C)=O tert-butyl N-[(1S)-1-[(3,4-dichlorophenyl)methyl]-2-(dimethylamino)-2-oxo-ethyl]carbamate